tert-Butyl 3-[(4S)-7-(3,5-dimethylisoxazol-4-yl)-4-pyridin-2-yl-4,5-dihydroimidazo[1,5,4-de][1,4]benzoxazin-2-yl]pyrrolidine-1-carboxylate CC1=NOC(=C1C1=CC=C2C=3N([C@H](COC31)C3=NC=CC=C3)C(=N2)C2CN(CC2)C(=O)OC(C)(C)C)C